OC1(NC(=CC(=C1)C=1C=C(C=CC1C)NC(=O)N1C[C@@H](CC1)CC(F)(F)F)N1CCOCC1)C1=CC=NC=C1 (3S)-N-[3-[2-hydroxy-6-(morpholin-4-yl)-[2,4-bipyridin]-4-yl]-4-methylphenyl]-3-(2,2,2-trifluoroethyl)pyrrolidine-1-carboxamide